CN1CCN(CC1)CCCN 3-(4-methyl-piperazin-1-yl)-propyl-amine